FC1=CC=C(C=C1)[C@@H]1N(CCC2=CC=CC=C12)C(=O)OC[C@@H]1C[C@H](C1)N (Trans-3-aminocyclobutyl)methyl (S)-1-(4-fluorophenyl)-3,4-dihydroisoquinoline-2(1H)-carboxylate